2-(3-((5-bromo-3',5'-di-tert-butyl-[1,1'-biphenyl]-2-yl)thio)-5-chlorophenyl)dibenzo[b,d]thiophene BrC=1C=CC(=C(C1)C1=CC(=CC(=C1)C(C)(C)C)C(C)(C)C)SC=1C=C(C=C(C1)Cl)C1=CC2=C(SC3=C2C=CC=C3)C=C1